6-((3-tert-butyl-7-(5-methylisoxazol-3-yl)pyrazolo[1,5-d][1,2,4]triazin-2-yl-oxy)methyl)nicotinic acid C(C)(C)(C)C=1C(=NN2C(=NN=CC21)C2=NOC(=C2)C)OCC2=NC=C(C(=O)O)C=C2